NN1C(=NC(=C1C(=O)N)C1=CC=C(C=C1)C(NC1=NC=CC=C1)=O)[C@H]1N(CCCC1)C(\C=C\C)=O (S,E)-1-amino-2-(1-(but-2-enoyl)piperidin-2-yl)-4-(4-(pyridin-2-ylcarbamoyl)phenyl)-1H-imidazole-5-carboxamide